C(C)N(C(C(F)(F)F)=O)CC1N2CCC(C1=O)CC2 N-ethyl-2,2,2-trifluoro-N-((3-oxoquinuclidin-2-yl)methyl)acetamide